10-(4-carboxyphenyl)-10H-phenoxazine-3,7-dicarboxylic acid C(=O)(O)C1=CC=C(C=C1)N1C2=CC=C(C=C2OC=2C=C(C=CC12)C(=O)O)C(=O)O